1-(1H-indol-3-yl)cyclopropane-1-carboxylic acid N1C=C(C2=CC=CC=C12)C1(CC1)C(=O)O